C1C=CC=2C=CCC12 1,6-dihydro-pentalene